FC(C1=CC=C(C=C1)C1CCCN2C1=NS(CC2)(=O)=O)(C2=CC=CC=C2)F 9-{4-[difluoro(phenyl)methyl]phenyl}-3,4,6,7,8,9-hexahydropyrido[2,1-c][1,2,4]thiadiazine 2,2-dioxide